(+/-)-trans-3-((5-fluoro-2-(5-fluoro-1H-pyrrolo[2,3-b]pyridin-3-yl)-6-(4-methoxyphenyl)pyrimidin-4-yl)amino)bicyclo[2.2.2]octane-2-carboxylic acid FC=1C(=NC(=NC1C1=CC=C(C=C1)OC)C1=CNC2=NC=C(C=C21)F)NC2C(C1CCC2CC1)C(=O)O